N-(4-((2-methoxy-3-(1-methyl-1H-1,2,4-triazol-3-yl)phenyl)amino)-5-propionylpyridin-2-yl)tetrahydro-2H-pyran-4-carboxamide COC1=C(C=CC=C1C1=NN(C=N1)C)NC1=CC(=NC=C1C(CC)=O)NC(=O)C1CCOCC1